benzyl-tyrosine p-toluenesulfonate CC1=CC=C(C=C1)S(=O)(=O)OC1=CC=C(C[C@H](NCC2=CC=CC=C2)C(=O)O)C=C1